FC(C1=CC(=NN1)C#N)F 5-(difluoromethyl)-1H-pyrazole-3-carbonitrile